4-chloro-N-[6-(2-chloro-5-fluorophenyl)-3-(2,2-difluoroethyl)-2-methyl-8-oxo-7,8-dihydro-6H-pyrrolo[4,3-g]indazol-5-yl]-6-fluoropyridine-2-carboxamide ClC1=CC(=NC(=C1)F)C(=O)NC1=CC2=C(N(N=C2C2=C1C(NC2=O)C2=C(C=CC(=C2)F)Cl)C)CC(F)F